2-(3-(10-phenylanthracene-9-yl)phenyl)dibenzo[b,d]furan C1(=CC=CC=C1)C1=C2C=CC=CC2=C(C2=CC=CC=C12)C=1C=C(C=CC1)C1=CC2=C(OC3=C2C=CC=C3)C=C1